ethyl (E)-3-(2-(5-(4-methoxybenzyl)-4-oxo-3-(trifluoromethyl)-4,5-dihydro-1H-pyrazolo[3,4-d]pyridazin-1-yl)ethoxy)acrylate COC1=CC=C(CN2N=CC3=C(C2=O)C(=NN3CCO/C=C/C(=O)OCC)C(F)(F)F)C=C1